NC1=C(C(=O)NC)C=C(C=C1Br)C 2-amino-3-bromo-5-methyl-N-methylbenzamide